NC(CC(O)(N)N)Cl triaminohydroxypropyl chloride